C(C)C(C(C(=O)O)C)CCCC 3-ethyl-2-methylheptanoic acid